1-[2-cyano-4-(trifluoromethyl)phenyl]-4-[6-(1-methyl-1H-pyrrol-2-yl)pyridin-3-yl]-N-{[(2S)-1-methylazetidin-2-yl]methyl}piperidine-4-carboxamide C(#N)C1=C(C=CC(=C1)C(F)(F)F)N1CCC(CC1)(C(=O)NC[C@H]1N(CC1)C)C=1C=NC(=CC1)C=1N(C=CC1)C